2-amino-N-((1R,2S)-2-cyanocyclopentyl)-3-methyl-N-((5-(trifluoromethyl)-2-pyridinyl)methyl)-6-quinolinecarboxamide NC1=NC2=CC=C(C=C2C=C1C)C(=O)N(CC1=NC=C(C=C1)C(F)(F)F)[C@H]1[C@H](CCC1)C#N